OCC1=CC=C(C=C1)SC=1N=NC=2CCCCC2C1C#N 3-{[4-(hydroxymethyl)phenyl]sulfanyl}-5,6,7,8-tetrahydrocinnoline-4-carbonitrile